COC1=C(CN(C=2C=C(COCC=3C=C(C(=C(C3)NC3=NC(=NC=C3C(=O)OCC)Cl)OC)C3=NN(C=N3)C)C=CC2)CC2=C(C=C(C=C2)OC)OC)C=CC(=C1)OC Ethyl 4-((5-(((3-(bis(2,4-dimethoxybenzyl) amino) benzyl) oxy) methyl)-2-methoxy-3-(1-methyl-1H-1,2,4-triazol-3-yl) phenyl) amino)-2-chloropyrimidine-5-carboxylate